[Sb](O)(=O)(F)F.C1(=CC=CC=C1)OC1=CC=CC=C1 diphenyl ether difluoroantimonate